S1CC(C1)SCC(CSC1CSC1)SC1CSC1 1,2,3-tris(3-thietanylthio)propane